C(#N)C1=CC=C(C=C1)C=1N=C2N(C=CN=C2N2CCCCC2)C1C1=CC=C(C=C1)C 1-(2-(4-cyanophenyl)-3-(p-tolyl)imidazo[1,2-a]pyrazin-8-yl)piperidine